ClC=1C=C(C=C(C1C1=C(C(=C(C2=CC=CC=C12)N)\N=N\[H])S(=O)(=O)O)Cl)C1=CC(=C(C(=C1)Cl)C1=C(C(=C(C2=CC=CC=C12)N)\N=N\[H])S(=O)(=O)O)Cl 1,1'-(3,5,3',5'-tetrachloro[1,1'-biphenyl]-4,4'-diyl)bis{4-amino-3-[(E)-diazenyl]naphthalene-2-sulfonic acid}